C(=O)(O)CCC[N+](CCOC(C1=CC=C(C=C1)C=C)=O)(CCOC(C1=CC=C(C=C1)C=C)=O)CCOC(C1=CC=C(C=C1)C=C)=O 3-carboxypropyl(tris(2-(4-vinylbenzoyloxy)ethyl))ammonium